1,4-bis(1,2,4-triazol-1-yl)-butane N1(N=CN=C1)CCCCN1N=CN=C1